N1-methyl-N1-(piperidin-4-yl)-N3-(1H-tetrazol-5-yl)bicyclo-[1.1.1]pentane-1,3-dicarboxamide CN(C(=O)C12CC(C1)(C2)C(=O)NC2=NN=NN2)C2CCNCC2